3-cyanoethyl-d-N-phenylimidazole C(#N)C(CN1CN(C=C1)C1=CC=CC=C1)[2H]